C(=C)[Si](OCCCOC)(OCCCOC)OCCCOC vinyltri(methoxypropoxy)silane